NC1=NC2=CC(=CC=C2C=C1)OC[C@H]1O[C@H]([C@@H]([C@@]1(O)C)O)N1C=CC2=C1N=CN=C2C (2R,3S,4R,5R)-2-(((2-aminoquinolin-7-yl)oxy)methyl)-3-methyl-5-(4-methyl-7H-pyrrolo[2,3-d]pyrimidin-7-yl)tetrahydrofuran-3,4-diol